N-(azetidin-3-ylmethyl)-2-(p-tolyl)benzo[d]imidazo[2,1-b]thiazole-7-carboxamide N1CC(C1)CNC(=O)C1=CC2=C(N3C(S2)=NC(=C3)C3=CC=C(C=C3)C)C=C1